4''-(dibenzo[c,h]acridin-7-yl)-[1,1':4',1''-terphenyl]-3-carbonitrile C1=CC=CC=2C=CC=3C(=C4C=CC5=C(C4=NC3C21)C=CC=C5)C5=CC=C(C=C5)C5=CC=C(C=C5)C5=CC(=CC=C5)C#N